4-amino-2-oxo-1-phenyl-1,2-dihydroquinoline-3-carbonitrile NC1=C(C(N(C2=CC=CC=C12)C1=CC=CC=C1)=O)C#N